N1C=NC(=C1)CC1NC(N(C1=O)C1CC2(CC(C2)OC2=NC=CC=C2C(=O)N)C1)=O 2-{[(αR)-6-{4-[(1H-imidazol-4-yl)methyl]-2,5-dioxoimidazolidin-1-yl}spiro[3.3]heptan-2-yl]oxy}pyridine-3-carboxamide